ClC=1C(=CC=C2N=CC(=NC12)C=1C(=NN(C1)CC1CCNCC1)C)OC1=CC2=C(N=C(N2)C)C=C1 8-chloro-7-[(2-methyl-3H-benzimidazol-5-yl)oxy]-2-[3-methyl-1-(4-piperidylmethyl)pyrazol-4-yl]quinoxaline